N-(pyridin-2-ylmethyl)hydroxylamine N1=C(C=CC=C1)CNO